[Cl-].[Cl-].BrC=1C=C(C=CC1)C(=[Zr+2](C1=CC(=CC=2C3=CC(=CC=C3CC12)C(C)(C)C)C(C)(C)C)C1C=CC=C1)C1=CC(=CC=C1)Br di-(m-bromophenyl)methylene(cyclopentadienyl)(3,6-di-tert-butylfluorenyl)zirconium dichloride